3-(5-(6-(3-fluorophenyl)-2-azaspiro[3.3]heptane-2-carbonyl)-1-oxoisoindolin-2-yl)piperidine-2,6-dione FC=1C=C(C=CC1)C1CC2(CN(C2)C(=O)C=2C=C3CN(C(C3=CC2)=O)C2C(NC(CC2)=O)=O)C1